(2S)-2-[9H-fluoren-9-ylmethoxycarbonyl-(methyl)amino]pentanoic acid C1=CC=CC=2C3=CC=CC=C3C(C12)COC(=O)N([C@H](C(=O)O)CCC)C